Tetramethylthiuram monosulfide CN(C(SC(N(C)C)=S)=S)C